2-bromo-6-isopropyl-7,8-dihydro-4H-pyrazolo[1,5-d][1,4]diazepin-5(6H)-one BrC1=NN2CCN(C(CC2=C1)=O)C(C)C